2-oxo-3-(2,4,5-trifluorophenyl)propanoic acid O=C(C(=O)O)CC1=C(C=C(C(=C1)F)F)F